1-(3-cyano-6-methyl-4-(trifluoromethyl)pyridin-2-yl)-3-methyl-1H-pyrazole-5-carboxylic acid C(#N)C=1C(=NC(=CC1C(F)(F)F)C)N1N=C(C=C1C(=O)O)C